ethyl 5-(N-(4-chloro-2-((N-(furan-2-ylmethyl) morpholine-4-carboxamido) methyl) phenyl)-N-ethylsulfamoyl)-3-methylbenzofuran-2-carboxylate ClC1=CC(=C(C=C1)N(S(=O)(=O)C=1C=CC2=C(C(=C(O2)C(=O)OCC)C)C1)CC)CN(C(=O)N1CCOCC1)CC=1OC=CC1